CC=1C=C(C=CC1)C1=C(C=C(C=C1)C1=NC=CC=N1)O 2-(3-methylphenyl)-5-pyrimidylphenol